5-chloro-7-nitro-8-methoxyquinoline ClC1=C2C=CC=NC2=C(C(=C1)[N+](=O)[O-])OC